tri(hexacosanyl) phosphite P(OCCCCCCCCCCCCCCCCCCCCCCCCCC)(OCCCCCCCCCCCCCCCCCCCCCCCCCC)OCCCCCCCCCCCCCCCCCCCCCCCCCC